(bicyclo[2.2.1]hept-5-en-2-ylmethoxy)(methyl)-diphenylsilane C12C(CC(C=C1)C2)CO[Si](C2=CC=CC=C2)(C2=CC=CC=C2)C